hydroxy-2-methyl-4-oxo-N-(4-(trifluoromethoxy)phenyl)-1,4-dihydroquinoline-3-carboxamide ON1C(=C(C(C2=CC=CC=C12)=O)C(=O)NC1=CC=C(C=C1)OC(F)(F)F)C